FC1=C(CC2=C3N(C=C(N2)C2=CC=CC=C2)C(C(=N3)CC3=CC(=CC=C3)C)=O)C=CC=C1 8-(2-Fluorobenzyl)-2-(3-methylbenzyl)-6-phenylimidazo[1,2-a]pyrazin-3(7H)-on